The molecule is a straight-chain, diunsaturated, 14-carbon long-chain fatty acid with cis-double bonds at positions C-5 and C-8. It is a long-chain fatty acid and a polyunsaturated fatty acid. CCCCC/C=C\\C/C=C\\CCCC(=O)O